ClC=1C=NC=C(C1SC=1OC(=CN1)C(=O)NC=1C=CC2=C(S(C=C2C)(=O)=O)C1)Cl 2-((3,5-dichloropyridin-4-yl)thio)-N-(3-methyl-1,1-dioxidobenzo[b]thiophen-6-yl)oxazole-5-carboxamide